1-(3-(2'-Amino-7'-oxo-5'H-spiro[cyclopropane-1,8'-pyrido[4,3-d]pyrimidine]-6'(7'H)-yl)-4-methylphenyl)-3-cyclopropylurea NC=1N=CC2=C(N1)C1(C(N(C2)C=2C=C(C=CC2C)NC(=O)NC2CC2)=O)CC1